N-(8,9-difluoro-6-oxo-1,4,5,6-tetrahydro-2H-pyrano[3,4-c]isoquinolin-1-yl)-4,6-difluoro-1H-indole-2-carboxamide FC=1C(=CC=2C3=C(NC(C2C1)=O)COCC3NC(=O)C=3NC1=CC(=CC(=C1C3)F)F)F